COC1CCC(CC1)NC(CC1=CC=C(C=C1)NC(OCC1=CC=C(C=C1)Cl)=O)=O 4-chlorobenzyl (4-(2-((4-methoxycyclohexyl)amino)-2-oxoethyl)phenyl)carbamate